FC1=C(C=C(C=C1)COC)[C@H](C)N[S@](=O)C(C)(C)C (R)-N-((S)-1-(2-fluoro-5-(methoxymethyl)phenyl)ethyl)-2-methylpropane-2-sulfinamide